N-(2-(4-Fluoropiperidin-1-yl)-6-methylpyrimidin-4-yl)-3-(4-methoxyphenyl)isoxazol-5-amine FC1CCN(CC1)C1=NC(=CC(=N1)NC1=CC(=NO1)C1=CC=C(C=C1)OC)C